tert-Butyl 4-(1-benzhydryl-3-methylazetidin-3-yl)piperazine-1-carboxylate C(C1=CC=CC=C1)(C1=CC=CC=C1)N1CC(C1)(C)N1CCN(CC1)C(=O)OC(C)(C)C